2,4,6-Trimethyl-3-(oxiran-2-ylmethoxy)benzonitrile oxide CC1=C(C#[N+][O-])C(=CC(=C1OCC1OC1)C)C